O1C[C@H](CC1)OC(=O)N[C@@H](CC(C)C)C(=O)O N-(((3S)-Tetrahydrofuran-3-yloxy)carbonyl)-L-leucine